CN1C(C2=CC(=CC=C2C=C1)NC(=O)C=1C=NN(C1C(F)(F)F)C1=C2C=CC=NC2=CC=C1)=O N-(2-Methyl-1-oxo-1,2-dihydroisochinolin-7-yl)-1-(chinolin-5-yl)-5-(trifluoromethyl)-1H-pyrazol-4-carboxamid